1-((1R)-3'-(2-(2-(2-bromophenyl)pyrrolidin-1-yl)-2-oxoethyl)-2',4'-dioxo-2,3-dihydrospiro[indene-1,5'-oxazolidine]-5-yl)-3-methylurea BrC1=C(C=CC=C1)C1N(CCC1)C(CN1C(O[C@]2(C1=O)CCC1=CC(=CC=C12)NC(=O)NC)=O)=O